(2-(2-(difluoromethoxy)pyridin-3-yl)-4-((4-(1-methyl-4-(trifluoromethyl)-1H-imidazol-2-yl)benzyl)amino)pyrimidin-5-yl)dimethylphosphine oxide FC(OC1=NC=CC=C1C1=NC=C(C(=N1)NCC1=CC=C(C=C1)C=1N(C=C(N1)C(F)(F)F)C)P(C)(C)=O)F